COC(CC1=CNC2=CC=CC=C12)=O MethylIndole-3-acetate